FC(C1(N=N1)C1=CC=C(C(=O)O)C=C1)(F)F 4-[3-(trifluoromethyl)diazirin-3-yl]benzoic acid